N-(6-(2,4-difluorophenyl)-1-phenyl-1H-pyrazolo[3,4-d]pyrimidin-4-yl)-5-nitrothiophene-2-carboxamide FC1=C(C=CC(=C1)F)C1=NC(=C2C(=N1)N(N=C2)C2=CC=CC=C2)NC(=O)C=2SC(=CC2)[N+](=O)[O-]